Rac-8-((1S,2S,4R)-bicyclo[2.2.1]heptan-2-yl)-6-(difluoromethyl)-2-((1-(methylsulfonyl)piperidin-4-yl)amino)pyrido[2,3-d]pyrimidin-7(8H)-one [C@H]12[C@H](C[C@H](CC1)C2)N2C(C(=CC1=C2N=C(N=C1)NC1CCN(CC1)S(=O)(=O)C)C(F)F)=O |r|